3-(7-fluoro-3-oxo-4-(prop-2-yn-1-yl)-3,4-dihydrospiro[benzo[b][1,4]oxazin-2,1'-cyclopropan]-6-yl)-1,5-dimethyl-6-thioxo-1,3,5-triazine-2,4-dione FC=1C(=CC2=C(OC3(CC3)C(N2CC#C)=O)C1)N1C(N(C(N(C1=O)C)=S)C)=O